(Z)-(3-((4-((2-(diethylamino)ethyl)carbamoyl)-3,5-dimethyl-1H-pyrrol-2-yl)methylene)-5-fluoro-2-oxoindole-1-carbonyl)-L-lysine methyl ester COC([C@@H](NC(=O)N1C(\C(\C2=CC(=CC=C12)F)=C/C=1NC(=C(C1C)C(NCCN(CC)CC)=O)C)=O)CCCCN)=O